C(C)N1C2=CC=CC=C2C2=CC=C3C(=C12)C(OC3=O)=O 10-ethyl-10H-furo[3,4-a]carbazole-1,3-dione